COC=1C2=C(C(=C(C(=C2C(=C2C(=C(C(=C(C12)C)C)C)C)OC)C)C)C)C 9,10-dimethoxy-1,2,3,4,5,6,7,8-octamethyl-anthracene